5-(4-Ethyl-7-methyl-benzo[b]thiophen-5-yloxy)-pyrimidine-2,4-diamine C(C)C1=C(C=C(C=2SC=CC21)C)OC=2C(=NC(=NC2)N)N